S(C)(=O)(=O)O.CS(=O)(=O)O methylsulfonate (mesylate)